3,6,9,13-tetraoxapentadecan-15-amide CCOCCOCCOCCCOCC(=O)N